tert-butyl N-[(5-bromopyrimidin-2-yl) methyl]Carbamate BrC=1C=NC(=NC1)CNC(OC(C)(C)C)=O